C1(CCCCC1)C[C@@H](C(=O)N[C@H](C(O)P(=O)(OCC)OCC)CC(C(=O)N(CCC1=CC=CC=C1)C)C)NC(OCC1=CC(=CC=C1)Cl)=O 3-Chlorobenzyl ((2S)-3-cyclohexyl-1-(((2S)-1-(diethoxyphosphoryl)-1-hydroxy-4-methyl-5-(methyl (phenethyl)amino)-5-oxopentan-2-yl)amino)-1-oxopropan-2-yl)carbamate